2,4-diamino-3-hydroxybutyrate NC(C(=O)[O-])C(CN)O